NC1=NC=CC(=C1Cl)SC1=C(N=C(C=2N1C=NN2)N2CCC(CC2)(C)NC(OC(C)(C)C)=O)C tert-butyl N-[1-[5-[(2-amino-3-chloro-4-pyridyl)sulfanyl]-6-methyl-[1,2,4]triazolo[4,3-a]pyrazin-8-yl]-4-methyl-4-piperidyl]carbamate